methyl 2-[(tert-butoxy)carbonyl]amino-4-methylthiophene-3-carboxylate C(C)(C)(C)OC(=O)NC=1SC=C(C1C(=O)OC)C